3-methyl-2-oxo-1,3-diazepan CN1C(NCCCC1)=O